NC1=NC(=CC(=N1)N1CCC2(C[C@H](NC2)C(=O)OCC)CC1)O[C@@H](C(F)(F)F)C1=CC=C(C=C1)C1=CC=C(C=C1)OCC (S)-ethyl 8-(2-amino-6-((R)-1-(4'-ethoxy-[1,1'-biphenyl]-4-yl)-2,2,2-trifluoroethoxy)pyrimidin-4-yl)-2,8-diazaspiro[4.5]decane-3-carboxylate